(1,2,3)-triazolaldehyde N1N=NC(=C1)C=O